4-(6-Bromo-2-chloroquinazolin-4-yl)-2-fluorobenzonitrile BrC=1C=C2C(=NC(=NC2=CC1)Cl)C1=CC(=C(C#N)C=C1)F